C1=C(C=C(C(=C1F)Cl)F)Br 3,5-difluoro-4-chlorobromobenzene